O=C1NC(CCC1N1C(C2=CC=C(C=C2C1=O)N1CC(C1)C1CCN(CC1)C(=O)OCC1=CC=CC=C1)=O)=O benzyl 4-(1-(2-(2,6-dioxopiperidin-3-yl)-1,3-dioxoisoindolin-5-yl)azetidin-3-yl)piperidine-1-carboxylate